ClC1=NC=C(C(=N1)NC=1C=C2C(CNC(C2=CC1)=O)(C)C)N(C)C 6-[[2-chloro-5-(dimethylamino)pyrimidin-4-yl]amino]-4,4-dimethyl-2,3-dihydroisoquinolin-1-one